2-(3-Cyanophenyl)-3-(3-fluoro-2,6-dimethyl-4-pyridyl)-N-[(4-methyl-2,5-dioxo-imidazolidin-4-yl)methyl]pyrazolo[1,5-a]pyrimidine-5-carboxamide C(#N)C=1C=C(C=CC1)C1=NN2C(N=C(C=C2)C(=O)NCC2(NC(NC2=O)=O)C)=C1C1=C(C(=NC(=C1)C)C)F